4-((5-Ethyl-1-(2-methoxyethyl)-4-oxo-4,5-dihydro-1H-pyrrolo[3,2-c]pyridin-3-yl)amino)-6-((5-fluoropyridin-2-yl)amino)-N-(methyl-d3)nicotinamide C(C)N1C(C2=C(C=C1)N(C=C2NC2=CC(=NC=C2C(=O)NC([2H])([2H])[2H])NC2=NC=C(C=C2)F)CCOC)=O